2-((7-(fluoromethyl)-5-methoxy-1H-indol-4-yl)methyl)-2H-indazole-6-carbonitrile FCC=1C=C(C(=C2C=CNC12)CN1N=C2C=C(C=CC2=C1)C#N)OC